C(O)C(CO)(CO)NCCCCNC(CO)(CO)CO 1,4-bis((trimethylol)methylamino)butane